methyl 2-(4-(benzyloxy) phenyl)-3-phenyl-2,5-dihydrofuran-2-carboxylate C(C1=CC=CC=C1)OC1=CC=C(C=C1)C1(OCC=C1C1=CC=CC=C1)C(=O)OC